2-thio-cytosine N1C(=S)N=C(N)C=C1